N-[1-(4-Chlorophenyl)-ethyl]-2-morpholin-4-yl-4-(trifluoromethyl)-thiazole-5-carboxylic acid amide ClC1=CC=C(C=C1)C(C)NC(=O)C1=C(N=C(S1)N1CCOCC1)C(F)(F)F